dimethyl-bis(N-methylacetamido)silane C[Si](N(C(C)=O)C)(N(C(C)=O)C)C